(S)-6-chloro-2-(1-hydroxybutyl)-3-methylquinazolin-4(3H)-one ClC=1C=C2C(N(C(=NC2=CC1)[C@H](CCC)O)C)=O